C[C@@H]1C=CCC1 (1R,2S,5S)-5-methylcyclopent-3-ene